BrC=1C=NN2C1N=CC(=C2)C2=CC=C(C=C2)CC(=O)O 2-(4-(3-bromopyrazolo[1,5-a]pyrimidine-6-yl)phenyl)acetic acid